N1=CC=C(C=C1)C=1C2=C(N=C(N1)N1CCOCC1)C(=CN2)C=2C=NN1C2CNCC1 4-(4-(pyridin-4-yl)-7-(4,5,6,7-tetrahydropyrazolo[1,5-a]pyrazin-3-yl)-5H-pyrrolo[3,2-d]pyrimidin-2-yl)morpholine